C(C)(C)(C)OC(=O)N1CCC(CC1)=CC1=C2CCN(CC2=C(C=C1)F)C(=O)OCC1=CC=CC=C1 benzyl 5-[(1-tert-butoxycarbonyl-4-piperidylidene)methyl]-8-fluoro-3,4-dihydro-1H-isoquinoline-2-carboxylate